(S)-2-(2,5-difluoro-4-(5-fluoro-6-((2-fluoro-4-(1H-1,2,3-triazol-1-yl)benzyl)oxy)pyridin-2-yl)benzyl)-1-(4,4-dimethyltetrahydrofuran-3-yl)-1H-benzo[d]imidazole-6-carboxylic acid FC1=C(CC2=NC3=C(N2[C@@H]2COCC2(C)C)C=C(C=C3)C(=O)O)C=C(C(=C1)C1=NC(=C(C=C1)F)OCC1=C(C=C(C=C1)N1N=NC=C1)F)F